NC=1C=NC(=NC1)C1CCN(CC1)C=1N=C(C2=C(N1)CC[S@]2=O)NC2(CCC2)CO [1-[[(5R)-2-[4-(5-Aminopyrimidin-2-yl)-1-piperidyl]-5-oxo-6,7-dihydrothieno-[3,2-d]pyrimidin-4-yl]amino]cyclobutyl]methanol